C(N)(=O)C1(CC1)C=1C=C(C(=O)N2[C@@H]3C[C@@H]3C[C@@H]2C(=O)N[C@H](C2COC2)C2=C(C=C(C(=C2)F)Cl)F)C=CC1 (1R,3R,5R)-2-(3-(1-carbamoyl-cyclopropyl)benzoyl)-N-((R)-(4-chloro-2,5-difluorophenyl)(3-oxetanyl)methyl)-2-azabicyclo[3.1.0]hexane-3-carboxamide